(2-oxo-1H-benzo[ct]indol-3-yl) trifluoromethanesulfonate FC(S(=O)(=O)OC1=CC=C2C3=C1C(NC3=CC=C2)=O)(F)F